ClC=1C=CC2=C(SC(=C2)C(=O)NC2=CC(=CC(=C2)NS(=O)(=O)C)Cl)C1 6-chloro-N-(3-chloro-5-(methylsulfonamido)phenyl)benzo[b]thiophene-2-carboxamide